CC1N(CC2(CCC2)C1)S(=O)(=O)C=1C=NC=NC1 7-Methyl-6-(pyrimidin-5-ylsulfonyl)-6-azaspiro[3.4]octane